C(C)N1C(CC[C@H](C1)N1N=C2N=C(C=NC2=C1)C1=C(C=C(C=C1C)C(F)(F)F)O)=O |o1:6| (R or S)-1-ethyl-5-(6-(2-hydroxy-6-methyl-4-(trifluoromethyl)phenyl)-2H-pyrazolo[3,4-b]pyrazin-2-yl)piperidin-2-one